(R)-benzyl 2-(((benzyloxy)carbonyl)amino)-3-(3-fluoro-5-(1-propyl-1H-1,2,3-triazol-5-yl)benzamido)propanoate C(C1=CC=CC=C1)OC(=O)N[C@@H](C(=O)OCC1=CC=CC=C1)CNC(C1=CC(=CC(=C1)C1=CN=NN1CCC)F)=O